C(#N)C1=C2C(=NC=C1OC1=CC(=NC=C1)NC(OC)=O)N=C(N2C)NC2=NN1C(C(OCC1)(C)C)=C2 Methyl (4-((7-cyano-2-((4,4-dimethyl-6,7-dihydro-4H-pyrazolo[5,1-c][1,4]oxazin-2-yl)amino)-1-methyl-1H-imidazo[4,5-b]pyridin-6-yl)oxy)pyridin-2-yl)carbamate